ethyl-N-(6-(3-fluorobenzyl)pyridazin-3-yl)-6-oxo-1,6-dihydropyridazine-3-carboxamide C(C)N1N=C(C=CC1=O)C(=O)NC=1N=NC(=CC1)CC1=CC(=CC=C1)F